C(C)(C)(C)C1=CC=C(N(C)C)C=C1 p-tert-butyl-N,N-dimethylaniline